COCCNC(=O)C1=CC=2N=C(N=C(C2O1)N1CCOCC1)N1N=CC(=C1)C1=CC=CC=C1 N-(2-methoxyethyl)-4-morpholino-2-(4-phenyl-1H-pyrazol-1-yl)furo[3,2-d]pyrimidine-6-carboxamide